(1S,9R)-9,13,13-Trimethyl-5-pentyl-8-oxatetracyclo[7.4.1.02,7.012,14]tetradeca-2,4,6,12(14)-tetraen-3-ol C[C@@]12OC3=CC(=CC(=C3[C@H]3C(C(CC1)=C32)(C)C)O)CCCCC